1,3-bis(hydrazinocarbonylethyl)-5-methylhydantoin N(N)C(=O)CCN1C(=O)N(C(=O)C1C)CCC(=O)NN